1,3,3,5,7-pentamethyloctahydrobenzo[c]isoxazole CN1OC(C2C1C(CC(C2)C)C)(C)C